trans,trans-2,5-dodecadienoic acid C(\C=C\C\C=C\CCCCCC)(=O)O